(E)-3-(1-acetyl-5-morpholino-1H-indol-3-yl)-1-(pyridin-4-yl)prop-2-en-1-one C(C)(=O)N1C=C(C2=CC(=CC=C12)N1CCOCC1)/C=C/C(=O)C1=CC=NC=C1